1-(6-(1,1-difluoroethyl)pyridin-3-yl)ethan-1-one FC(C)(F)C1=CC=C(C=N1)C(C)=O